2-methoxy(ethoxy(ethoxy(ethoxy)))-17-methylmorphinan COC1=C(C=2C[C@@H]3[C@@H]4CCCC[C@@]4(C2C=C1)CCN3C)OCC(OCC)OCC